1-vinyl-3-ethylimidazole hexafluorophosphate salt F[P-](F)(F)(F)(F)F.C(=C)N1CN(C=C1)CC